CS(=O)(=O)C1=NC=CC=C1NC(=O)C=1C=NC(=C(C1)C(F)(F)F)C N-(2-methanesulfonylpyridin-3-yl)-6-methyl-5-(trifluoromethyl)pyridine-3-carboxamide